CC(CC)C=1SC=CN1 2-(1-Methylpropyl)thiazole